2-(1-(tert-butyl)-5-(furan-2-yl)-1H-pyrazol-3-yl)-6-methylbenzo[d]oxazole C(C)(C)(C)N1N=C(C=C1C=1OC=CC1)C=1OC2=C(N1)C=CC(=C2)C